3-oxetanylamine O1CC(C1)N